(S)-4-(4-Acryloyl-2-methylpiperazin-1-yl)-6-chloro-7-(2-fluorophenyl)-1-(2-(trifluoromethyl)phenyl)quinazolin-2(1H)-one C(C=C)(=O)N1C[C@@H](N(CC1)C1=NC(N(C2=CC(=C(C=C12)Cl)C1=C(C=CC=C1)F)C1=C(C=CC=C1)C(F)(F)F)=O)C